N2-(tetrahydrofuran-3-yl)-3-(trifluoromethyl)pyridine-2,5-diamine O1CC(CC1)NC1=NC=C(C=C1C(F)(F)F)N